FC1=C(OC2=CC=C(C=C2)NC(OCC=2C(=C3C(N(CC3=CC2)C2C(NC(CC2)=O)=O)=O)OC2=CC=CC=C2)=O)C=CC(=C1)F [2-(2,6-dioxopiperidin-3-yl)-3-oxo-4-phenoxy-2,3-dihydro-1H-isoindol-5-yl]methyl N-[4-(2,4-difluorophenoxy)phenyl]carbamate